(R)-6-chloro-7-(2-(((3-chloropyridin-2-yl)oxy)methyl)pyrrolidin-1-yl)-1-(6-(hydroxymethyl)pyridin-3-yl)-4-oxo-1,4-dihydroquinoline-3-carboxylic acid ClC=1C=C2C(C(=CN(C2=CC1N1[C@H](CCC1)COC1=NC=CC=C1Cl)C=1C=NC(=CC1)CO)C(=O)O)=O